tert-butyl (2-(2,4-dichloro-5,8-dihydropyrido[3,4-d]pyrimidin-7(6H)-yl)-2-oxoethyl)carbamate ClC=1N=C(C2=C(N1)CN(CC2)C(CNC(OC(C)(C)C)=O)=O)Cl